FC=1C=C(CN2C([C@H](CC2)N2CCC(CC2)C2=CC3=C(NC(O3)=O)C=C2)=O)C=CC1F (S)-6-(1-(1-(3,4-difluorobenzyl)-2-oxopyrrolidin-3-yl)piperidin-4-yl)benzo[d]oxazol-2(3H)-one